C(C)C=CCS(=O)(=O)[O-].[Na+] Natrium ethylallylsulfonat